C(C=C)(=O)OC1CCCCC1OC(C=C)=O 1,6-cyclohexanediol diacrylate